NCCOCCOCCOCCOCCOCCOCCOCCOCCOCCOCCOCCOCCOCCOCCOCCOCCOCCOCCOCCOCCOCCOCCOCCOC(CN1C(=NC=2C(=NC=3C=CC=CC3C21)N)COCC)(C)C 1-(74-amino-2,2-dimethyl-3,6,9,12,15,18,21,24,27,30,33,36,39,42,45,48,51,54,57,60,63,66,69,72-tetracosaoxatetraheptacontyl)-2-(ethoxymethyl)-1H-imidazo[4,5-c]quinolin-4-amine